CN(C(C)C)CCC1=CNC2=CC=CC(=C12)C N-methyl-N-(2-(4-methyl-1H-indol-3-yl)ethyl)propan-2-amine